FC=1C=C2C=NN(C2=C(C1)F)C1=CC=C(C=C1)C1CN(C1)S(=O)(=O)C 5,7-difluoro-1-(4-(1-(methylsulfonyl)azetidin-3-yl)phenyl)-1H-indazole